(S)-(-)-4-benzyl-5,5-dimethyl-2-oxazolidinone CC1([C@@H](NC(=O)O1)CC2=CC=CC=C2)C